CN1C(=C(C=C1C)C1=CC=CC=C1)C(C(=O)O)=NO 2-(1,5-dimethyl-3-phenyl-1H-pyrrol-2-yl)-2-(hydroxyimino)acetic acid